C(C)(C)(C)OC(=O)N1CC(CC1)C(=O)O 1-(tert-butoxycarbonyl)pyrrolidine-3-carboxylic acid